BrC1=NC=CC(=C1)N1CC2N(C=3C(=NN=C(C3)C3=C(C=CC=C3)O)NC2)CC1 2-(8-(2-bromopyridin-4-yl)-6,6a,7,8,9,10-hexahydro-5H-pyrazino[1',2':4,5]pyrazino[2,3-c]pyridazin-2-yl)phenol